tert-butyl 7-(2-(2-(tert-butoxycarbonyl)-5,5-difluoro-2,7-diazaspiro[3.5]nonan-7-yl) ethyl)-3,4-dihydro-1,8-naphthyridine-1(2H)-carboxylate C(C)(C)(C)OC(=O)N1CC2(C1)C(CN(CC2)CCC2=CC=C1CCCN(C1=N2)C(=O)OC(C)(C)C)(F)F